C(C1=CC=CC=C1)[C@@H]1N(CCCC(C1)(F)F)C1=CC(=CC(N1)=O)N1CCOCC1 (S)-6-(2-benzyl-4,4-difluoroazepan-1-yl)-4-morpholinopyridin-2(1H)-one